5-(2-(2,6-dioxopiperidin-3-yl)-1-oxoisoindolin-4-yl)pentanal O=C1NC(CCC1N1C(C2=CC=CC(=C2C1)CCCCC=O)=O)=O